6-bromo-3,4-dihydro-2H-quinoline-1-carboxylic acid tert-butyl ester C(C)(C)(C)OC(=O)N1CCCC2=CC(=CC=C12)Br